COC(=O)C1=CC(=NN1)C(NC)=O 3-(methylcarbamoyl)-1H-Pyrazole-5-carboxylic acid methyl ester